(S)-6-methoxy-1-((1-methylpyrrolidin-2-yl)methyl)-1H-indazole COC1=CC=C2C=NN(C2=C1)C[C@H]1N(CCC1)C